CC1(CN(CC1)C1=CC=C(C=C1)C1CN(C1)C(=O)N1C[C@@H]2[C@@H](OCC(N2)=O)CC1)C (4aR,8aS)-6-(3-(4-(3,3-Dimethylpyrrolidin-1-yl)phenyl)azetidine-1-carbonyl)hexahydro-2H-pyrido[4,3-b][1,4]oxazin-3(4H)-one